FC=1C=C2C(N(C=NC2=CC1)CC1CCN(CC12CCCC2)C(=O)OC(C)(C)C)=O tert-Butyl 10-((6-fluoro-4-oxoquinazolin-3(4H)-yl)methyl)-7-azaspiro[4.5]decane-7-carboxylate